2-hexenyldimethylmethoxysilane C(C=CCCC)[Si](OC)(C)C